BrC=1C(=C(C(N(C1C)C1=CC=NC=C1C)=O)Cl)OC([2H])([2H])C1=NC=C(C=C1F)F bromo-3-chloro-4-((3,5-difluoropyridin-2-yl)methoxy-d2)-5',6-dimethyl-2H-[1,4'-bipyridine]-2-one